The molecule is an acetal that is the methyl acetal obtained by formal condensation of the carbonyl group of (E)-4-hydroxynon-2-enal with two molar equivalents of methanol. It is an acetal and a secondary alcohol. CCCCCC(/C=C/C(OC)OC)O